BrC=1C(N(C=C(C1)I)C)=O 3-Bromo-5-iodo-1-methylpyridin-2(1H)-one